NN1C(=NC(=C1C(=O)N)C1=CC=C(C=C1)C(NC1=NC=CC(=C1)OC)=O)[C@H]1N(CCC1)C(CC#N)=O (S)-1-amino-2-(1-(2-cyanoacetyl)pyrrolidin-2-yl)-4-(4-((4-methoxypyridin-2-yl)carbamoyl)phenyl)-1H-imidazole-5-carboxamide